1-[5-isopropyl-1-[4-(trifluoromethoxy)phenyl]pyrazol-3-yl]piperazine C(C)(C)C1=CC(=NN1C1=CC=C(C=C1)OC(F)(F)F)N1CCNCC1